N-((4-(((1r,4r)-4-morpholinocyclohexyl)oxy)-3-nitrophenyl)sulfonyl)benzamide O1CCN(CC1)C1CCC(CC1)OC1=C(C=C(C=C1)S(=O)(=O)NC(C1=CC=CC=C1)=O)[N+](=O)[O-]